N-(5-chloro-6-fluoro-1H-indol-3-yl)-6-(4-methoxyphenyl)-3,4-dihydroisoquinoline-2(1H)-carboxamide ClC=1C=C2C(=CNC2=CC1F)NC(=O)N1CC2=CC=C(C=C2CC1)C1=CC=C(C=C1)OC